FC=1C(=C(C=C(C1)C1=NOC(=N1)C1CN(C1)C(=O)OC)NC(=O)C1=CN=C2N1C=CC(=C2)N2CCN(CC2)C(=O)OC(C)(C)C)C tert-butyl 4-(3-((3-fluoro-5-(5-(1-(methoxycarbonyl)azetidin-3-yl)-1,2,4-oxadiazol-3-yl)-2-methylphenyl)carbamoyl)imidazo[1,2-a]pyridin-7-yl)piperazine-1-carboxylate